(1R,5S)-benzyl-3-thia-6-azabicyclo[3.1.1]heptane-6-carboxylate C(C1=CC=CC=C1)OC(=O)N1[C@@H]2CSC[C@H]1C2